NC1=NN=C(O1)C=1C(=C(C(=O)C2C(CCNC2)C2(C#N)CC=CC=C2)C=CC1C1CCC1)CC 1-(5-(5-amino-1,3,4-oxadiazol-2-yl-4-cyclobutyl-2-ethylbenzoyl)piperidin-4-yl)benzonitrile